[2-(aminomethyl)-3,3-difluoro-allyl]-4-[6-(4-methylsulfonylphenyl)-2-pyridinyl]-1,2,4-triazol-3-one trifluoroacetate salt FC(C(=O)O)(F)F.NCC(CC=1N(C(NN1)=O)C1=NC(=CC=C1)C1=CC=C(C=C1)S(=O)(=O)C)=C(F)F